7-[1-(benzyloxy)ethyl]-2-ethoxy-8-(3,4,5-trifluorophenyl)-3H-pyrazolo[1,5-a][1,3,5]triazin-4-one C(C1=CC=CC=C1)OC(C)C1=NN2C(N=C(NC2=O)OCC)=C1C1=CC(=C(C(=C1)F)F)F